1-(1H-Benzoimidazol-5-yl)-5-(3-chloro-2,6-difluoro-phenyl)-4-(cyclohexylimino)-imidazolidin-2-on N1C=NC2=C1C=CC(=C2)N2C(NC(C2C2=C(C(=CC=C2F)Cl)F)=NC2CCCCC2)=O